ClC=1C(=C(CN2[C@@H](C[C@@](CC2)(C(=O)O)CC2=NC(=CC(=C2F)C2(CC2)O)NC2=NNC(=C2)C)CC)C=CC1)F (2R,4R)-1-(3-chloro-2-fluorobenzyl)-2-ethyl-4-((3-fluoro-4-(1-hydroxycyclopropyl)-6-((5-methyl-1H-pyrazol-3-yl)amino)pyridin-2-yl)methyl)piperidine-4-carboxylic acid